N-[(1S)-1-[3-chloro-6-(morpholin-4-yl)pyridin-2-yl]-2-hydroxyethyl]propionamide 4,7,10,13,16,19,22,25,28-nonoxahentriacontanedioate C(CCOCCOCCOCCOCCOCCOCCOCCOCCOCCC(=O)O)(=O)O.ClC=1C(=NC(=CC1)N1CCOCC1)[C@@H](CO)NC(CC)=O